B(O)(O)C1=CC=C(CC(CC[N+](C)(C)C2=CC=C(C=C2)B(O)O)[NH+](C)C)C=C1 1-(4-boronobenzyl)-N3-(4-boronophenyl)-N1,N1,N3,N3-tetramethylpropane-1,3-diaminium